methyl 4-chloro-6-(1-(2-formyl-1,2,3,4-tetrahydroisoquinoline-3-carbonyl)-1,2,5,6-tetrahydropyridin-3-yl)-1H-indole-2-carboxylate ClC1=C2C=C(NC2=CC(=C1)C=1CN(CCC1)C(=O)C1N(CC2=CC=CC=C2C1)C=O)C(=O)OC